benzyl (2S,4S)-2-(4-bromo-2-((2-(trimethylsilyl)ethoxy)methoxy)phenyl)-3-hydroxypiperidine-1-carboxylate BrC1=CC(=C(C=C1)[C@@H]1N(CCCC1O)C(=O)OCC1=CC=CC=C1)OCOCC[Si](C)(C)C